(4-benzofuran-2-yl-phenyl)-(4-dibenzofuran-3-yl-Phenyl)amine O1C(=CC2=C1C=CC=C2)C2=CC=C(C=C2)NC2=CC=C(C=C2)C=2C=CC1=C(OC3=C1C=CC=C3)C2